3-methoxy-4-(1H-pyrazol-4-yl)phenyl-8-[4-(pyridin-4-yl)benzoyl]-2,8-diazaspiro[4.5]decan-1-one COC=1C=C(C=CC1C=1C=NNC1)N1C(C2(CC1)CCN(CC2)C(C2=CC=C(C=C2)C2=CC=NC=C2)=O)=O